1-((((Tert-butoxycarbonyl)-L-prolyl)oxy)methyl)-5-(4-(hexyloxy)-1,2,5-thiadiazol-3-yl)-1-methyl-1,2,3,6-tetrahydropyridin-1-ium iodide [I-].C(C)(C)(C)OC(=O)N1[C@@H](CCC1)C(=O)OC[N+]1(CCC=C(C1)C1=NSN=C1OCCCCCC)C